4-cyanobenzenesulfonic acid methyl ester COS(=O)(=O)C1=CC=C(C=C1)C#N